N,N-dimethyl-7-morpholino-5-[(2E)-2-(m-tolylmethylene)hydrazino]oxazolo[5,4-d]pyrimidine-2-carboxamide CN(C(=O)C=1OC=2N=C(N=C(C2N1)N1CCOCC1)N/N=C/C=1C=C(C=CC1)C)C